2-decyl-dodecanol C(CCCCCCCCC)C(CO)CCCCCCCCCC